C[C@]1(CN(CC1)C(C=C)=O)C=CC1=CC=C(C=C1)C(F)(F)F 1-[(3R)-3-methyl-3-{2-[4-(trifluoromethyl)phenyl]vinyl}pyrrolidin-1-yl]prop-2-en-1-one